tert-butyl (2S,4R)-4-((tert-butyldiphenylsilyl)oxy)-2-(5-(4-(4-methylthiazol-5-yl)benzyl)thiazol-2-yl)pyrrolidine-1-carboxylate [Si](C1=CC=CC=C1)(C1=CC=CC=C1)(C(C)(C)C)O[C@@H]1C[C@H](N(C1)C(=O)OC(C)(C)C)C=1SC(=CN1)CC1=CC=C(C=C1)C1=C(N=CS1)C